4-(4-(2-(4-((1r,3r)-3-((tert-butoxycarbonyl)amino)cyclobutyloxy)phenyl)propan-2-yl)phenoxy)benzoic acid C(C)(C)(C)OC(=O)NC1CC(C1)OC1=CC=C(C=C1)C(C)(C)C1=CC=C(OC2=CC=C(C(=O)O)C=C2)C=C1